OC1=C(C=C(C=C2C(NC(NC2=O)=O)=O)C=C1OC)OC 5-(4-Hydroxy-3,5-dimethoxybenzylidene)pyrimidine-2,4,6(1H,3H,5H)-trione